C(C)(C)C1CN(CCCN1)C1=NC(=C(C=N1)C)C 2-(3-isopropyl-1,4-diazepan-1-yl)-5,6-dimethylpyrimidine